C(C)(C)(C)OC(CC1=NN(C(C=2C1=CSC2)=O)CC=2OC1=C(C2)C=CC=C1)=O 2-(3-(benzofuran-2-ylmethyl)-4-oxo-3,4-dihydrothieno[3,4-d]Pyridazin-1-yl)acetic acid tert-butyl ester